1-(4,4-difluoropiperidin-1-yl)-N-(2,4-dimethoxybenzyl)-6,7-dihydro-5H-cyclopenta[c]pyridin-3-amine FC1(CCN(CC1)C1=NC(=CC2=C1CCC2)NCC2=C(C=C(C=C2)OC)OC)F